C(C1=CC=CC=C1)N1CN2[C@@H](SCC2=C1)C1=CC=CC=C1 (3S,7aR)-6-benzyl-3-phenyl-3,5-dihydroimidazo[1,5-c]thiazole